C1(=C(C(=C(C(=C1[2H])[2H])[2H])[2H])[2H])C1=C(C(=CC=C1)C1=C(C(=C(C(=C1[2H])[2H])[2H])[2H])[2H])NC=1C(=CC=CC1)NC1=CC(=CC=C1)OC1=CC=2N(C3=CC=CC=C3C2C=C1)C1=NC=C(C=C1C)C N1-([1,1':3',1''-terphenyl]-2'-yl-2,2'',3,3'',4,4'',5,5'',6,6''-d10)-N2-(3-((9-(3,5-dimethylpyridin-2-yl)-9H-carbazol-2-yl)oxy)phenyl)benzene-1,2-diamine